(S)-N-methyl-2-(4-oxo-8-(pyridin-3-yl)-6-(6-(trifluoromethyl)pyridin-3-yl)pyrido[3,4-d]pyrimidin-3(4H)-yl)propanamide CNC([C@H](C)N1C=NC2=C(C1=O)C=C(N=C2C=2C=NC=CC2)C=2C=NC(=CC2)C(F)(F)F)=O